BrC1=C(C=CC=C1[N+](=O)[O-])Cl 2-bromo-1-chloro-3-nitrobenzene